3-((3-((4-((adamantan-1-yl)amino)butyl)amino)phenyl)amino)piperidine-2,6-dione C12(CC3CC(CC(C1)C3)C2)NCCCCNC=2C=C(C=CC2)NC2C(NC(CC2)=O)=O